C(C)OC([C@@H](N[P@](=O)(OC1=CC=CC=C1)OC1=C(C(=C(C(=C1F)F)F)F)F)C)=O ((S)-(perfluorophenoxy)(phenoxy)phosphoryl)-L-alanine ethyl ester